C(=O)(O)C(CCCCNC(=O)C=1C=NC(=CC1)F)NC(NC(C(C(=O)O)C(=O)O)CCC)=O 2-(3-(1-carboxy-5-[(6-fluoro-pyridine-3-carbonyl)-amino]-pentyl)-ureido)-pentanedicarboxylic acid